2-(2-Methoxyethyl)-8-(2-((methyl(2-(methylamino)ethyl)amino)methyl)-5,6-dihydro-4H-pyrrolo[1,2-b]pyrazol-3-yl)-2-azaspiro[4.5]decan-1-one COCCN1C(C2(CC1)CCC(CC2)C2=C1N(N=C2CN(CCNC)C)CCC1)=O